COC1=CC=C(CN2N=CC(=C(C2=O)C(F)(F)F)N2[C@@H](CC2)COCC(=O)O)C=C1 (S)-2-((1-(1-(4-methoxybenzyl)-6-oxo-5-(trifluoromethyl)-1,6-dihydropyridazin-4-yl)azetidin-2-yl)methoxy)acetic acid